3,8-bis(1-(2-fluoroethoxy)ethyl)porphyrin FCCOC(C)C=1C=C2NC1C=C1C=C(C(=N1)C=C1C=CC(N1)=CC=1C=CC(N1)=C2)C(C)OCCF